C(CCC=CCCC=CCCC)O dodecane-4,8-dien-1-ol